[Cu].[Cu].[Cu].[Cu].[Cu].[Mn] manganese pentacopper